N(=[N+]=[N-])CC[C@H]1[C@H]([C@@H](O[C@@H]1COC(C1=CC=CC=C1)(C1=CC=C(C=C1)OC)C1=CC=C(C=C1)OC)N1C=2N=C(NC(C2N=C1)=O)NC(C(C)C)=O)O N-[9-[(2R,3R,4S,5S)-4-(2-azidoethyl)-5-[[bis(4-methoxyphenyl)-phenyl-methoxy]methyl]-3-hydroxy-tetrahydrofuran-2-yl]-6-oxo-1H-purin-2-yl]-2-methyl-propanamide